3-(([1,1'-biphenyl]-4-ylmethyl)amino)-5-(2-chlorophenoxy)-4H-benzo[e][1,2,4]thiadiazine 1,1-dioxide C1(=CC=C(C=C1)CNC1=NS(C2=C(N1)C(=CC=C2)OC2=C(C=CC=C2)Cl)(=O)=O)C2=CC=CC=C2